Methyl (E)-3-(di(tert-butoxycarbonyl)amino)-6-(hydrazineylidenemethyl)pyrazine-2-carboxylate C(C)(C)(C)OC(=O)N(C=1C(=NC(=CN1)/C=N/N)C(=O)OC)C(=O)OC(C)(C)C